FC1=CC=C(C=C1)[C@@H](C)NC1=NC(=C(C=C1)B1OC(C(O1)(C)C)(C)C)C (R)-N-(1-(4-fluorophenyl)ethyl)-6-methyl-5-(4,4,5,5-tetramethyl-1,3,2-dioxaborolan-2-yl)pyridin-2-amine